7-Methylheneicosane CC(CCCCCC)CCCCCCCCCCCCCC